3-(1-{(S)-2-[(S)-3-Isobutyl-2-oxo-1-piperazinyl]-4-methylvaleryl}-3-piperidyl)propionamide C(C(C)C)[C@H]1C(N(CCN1)[C@H](C(=O)N1CC(CCC1)CCC(=O)N)CC(C)C)=O